tert-butyl 2-((2S)-2-(7-chloro-5-methyl-1,1-dioxido-4-oxo-4,5-dihydrobenzo[f][1,2,5]thiadiazepin-2(3H)-yl)-3-(6-fluoro-2,3-dimethylphenyl)butanoyl)hydrazine-1-carboxylate ClC=1C=CC2=C(N(C(CN(S2(=O)=O)[C@H](C(=O)NNC(=O)OC(C)(C)C)C(C)C2=C(C(=CC=C2F)C)C)=O)C)C1